C1(=CC=CC=C1)[Si](C1=CC=CC=C1)(C1=CC=CC=C1)C1=CC=CC=C1 Tetraphenyl-silicon